N-(5-(3,5-difluorobenzyl)pyrazolo[1,5-a]pyrimidin-3-yl)-4-(4-methylpiperazin-1-yl)-2-((tetrahydro-2H-pyran-4-yl)amino)benzamide Gadolinium (III) [Gd+3].FC=1C=C(CC2=NC=3N(C=C2)N=CC3NC(C3=C(C=C(C=C3)N3CCN(CC3)C)NC3CCOCC3)=O)C=C(C1)F